C[C@@](C(=O)O)(CI)NC(=O)OC(C)(C)C.NC1=NC2=NC=C(N=C2C(=N1)N)CN(C1=CC=C(C2=CC=CC=C12)C(=O)N[C@@H](CCC(=O)O)C(=O)O)C N-[[4-[[(2,4-diamino-6-pteridinyl)methyl]methylamino]-1-naphthyl]carbonyl]L-glutamic acid Methyl-(R)-2-((tert-butoxycarbonyl)amino)-3-iodopropanoate